ClC=1C=C(CNCCCCOC2CN(C2)C2=CC(=CC=3NN=NC32)C3=CN=NC=C3)C=CC1OC(F)(F)F N-(3-chloro-4-(trifluoromethoxy)benzyl)-4-((1-(6-(pyridazin-4-yl)-1H-benzo[d][1,2,3]triazol-4-yl)azetidin-3-yl)oxy)butan-1-amine